C123N4C5=NN=NN=C5N=C4NC(C4=CC=CC(C=5C=CCC5CCCC(CC(CC1)CC2)C3)=C4)=O heptaazaheptacyclo[26.2.2.1^{1,26}.1^{13,17}.0^{2,10}.0^{3,8}.0^{18,22}]tetratriaconta-3,5,7,9,13,15,17(34),18(22),19-nonaen-12-one